N,N'-Dicyclohexyl-4-morpholinecarboxamidine C1CCC(CC1)NC(=NC2CCCCC2)N3CCOCC3